[Cl-].C1=CCCC=CCC1.[Ru+3].[Cl-].[Cl-] ruthenium (1,5-cyclooctadiene) chloride